N1(N=CC=C1)C1=CC=C(C=C1)C1=CC(=NN1)NC1=C(C=C(C=C1)NC(CN1CCN(CC1)C(C)=O)=O)C N-(4-((5-(4-(1H-pyrazol-1-yl)phenyl)-1H-pyrazol-3-yl)amino)-3-methylphenyl)-2-(4-acetylpiperazin-1-yl)acetamide